C1=C(C=CC2=CC=CC=C12)CNCCNC(=O)C=1NC2=CC=CC=C2C1 N-(2-((naphthalen-2-ylmethyl)amino)ethyl)-1H-indol-2-carboxamide